[Ru](Cl)(Cl)(Cl)Cl ruthenium(IV) chloride